2-fluoro-4-methyl-5-[2-methyl-5-(morpholin-4-yl)-[1,2,4]triazolo[1,5-a]pyridin-7-yl]aniline FC1=C(N)C=C(C(=C1)C)C1=CC=2N(C(=C1)N1CCOCC1)N=C(N2)C